COC1=CC=C(C=C1)C=1C(C2=CC3=CC(=CC=C3C2=CC1)C1=CC=C(C=C1)OC)=O 2,7-bis(4-methoxyphenyl)-fluorenone